(R)-6-(2-((3,3-difluoro-1-methylpiperidin-4-yl)amino)-6-fluoro-4-methoxypyrrolo[2,1-f][1,2,4]triazin-5-yl)-N-methylimidazo[1,2-a]pyrimidine-3-carboxamide FC1(CN(CC[C@H]1NC1=NN2C(C(=N1)OC)=C(C(=C2)F)C=2C=NC=1N(C2)C(=CN1)C(=O)NC)C)F